(E)-2-(4-Hydroxy-3-nitrostyryl)-1-methylquinolinium iodide [I-].OC1=C(C=C(/C=C/C2=[N+](C3=CC=CC=C3C=C2)C)C=C1)[N+](=O)[O-]